C(=O)C=1SC=2CN(CCC2N1)C(=O)OC(C)(C)C tert-butyl 2-formyl-4H,5H,6H,7H-[1,3]thiazolo[5,4-c]pyridine-5-carboxylate